FC=1C=C2C=NNC2=CC1C=1C=2C(=NN(C2C=CC1)CC(=O)NCC(=O)NCC(=O)O)N1CCOCC1 (2-(5'-fluoro-3-morpholino-1H,1'H-[4,6'-biindazol]-1-yl)acetyl)glycylglycine